C(CCCCCCC)NCCN N-octyl-ethylenediamine